β-phenyl-L-phenylalanine C1(=CC=CC=C1)C([C@H](N)C(=O)O)C1=CC=CC=C1